FC(C=1C(=C(C=CC1)[C@@H](C)NC1=C2C(=C(N=N1)C)N=CC(=C2)N2CC1(C2)CN(C1)C)F)F (R)-N-(1-(3-(difluoromethyl)-2-fluorophenyl)ethyl)-8-methyl-3-(6-methyl-2,6-diazaspiro[3.3]heptane-2-yl)pyrido[2,3-d]pyridazin-5-amine